2,6-bis(trichloromethyl)-s-triazine ClC(C1=NC(=NC=N1)C(Cl)(Cl)Cl)(Cl)Cl